2-ethyl-7-[3-(pyridin-3-yl)-1,2,4-oxadiazol-5-yl]-3,4-dihydro-2H-1-benzopyran-4-one C(C)C1OC2=C(C(C1)=O)C=CC(=C2)C2=NC(=NO2)C=2C=NC=CC2